1-[(5-bromo-6-chloro-3-pyridyl)sulfonyl]-N3-(4-chlorophenyl)-1,2,4-triazole-3,5-diamine BrC=1C=C(C=NC1Cl)S(=O)(=O)N1N=C(N=C1N)NC1=CC=C(C=C1)Cl